[Si](C1=CC=CC=C1)(C1=CC=CC=C1)(C(C)(C)C)OC[C@@H](CC#CC)NCCN(C(OCC1=CC=CC=C1)=O)C benzyl N-(2-{[(2R)-1-[(tert-butyldiphenylsilyl)oxy]hex-4-yn-2-yl]amino}ethyl)-N-methylcarbamate